COC=1C(C=CC(C1)=O)=O methoxy-1,4-benzoquinone